tert-Butyl (2-(6-bromo-2-methoxy-4-oxopyrrolo[2,1-f][1,2,4]triazin-3(4H)-yl)ethyl)(methyl)carbamate BrC=1C=C2C(N(C(=NN2C1)OC)CCN(C(OC(C)(C)C)=O)C)=O